COC(=O)C1=NC=C(C=N1)OC(C1=C(C(=CC=C1)F)Cl)C1CN(C1)C(=O)OC(C)(C)C.NC=1N=CC(C(C1)NCCCC)=O 2-amino-4-(butyl-Amino)-5-oxopyridin Methyl-5-((1-(tert-butoxycarbonyl)azetidin-3-yl)(2-chloro-3-fluorophenyl)methoxy)pyrimidine-2-carboxylate